S1C(=NC2=C1C=CC=C2)C=O 1,3-BENZOTHIAZOLE-2-CARBALDEHYDE